FC1=CC=C(\C=C/2\ON(OS2)CCCCCCC(=O)NO)C=C1 (Z)-7-(5-(4-fluorobenzylidene)-2,4-dioxathiazolidin-3-yl)-N-hydroxyheptanamide